C1(CC1)N1CC=2N(CC1)C=C(N2)C(=O)O 7-cyclopropyl-5,6,7,8-tetrahydroimidazo[1,2-a]pyrazine-2-carboxylic acid